(S)-2-(6-chloro-2-(pyridine-3-ylcarbamoyl)isoindolin-4-yl)pyrrolidine-1-carboxylic acid tert-butyl ester C(C)(C)(C)OC(=O)N1[C@@H](CCC1)C1=C2CN(CC2=CC(=C1)Cl)C(NC=1C=NC=CC1)=O